N-(2'-methylphenyl)-2-acetyl-3-methylamino-2-butenamide CC1=C(C=CC=C1)NC(C(=C(C)NC)C(C)=O)=O